NC1=CC(=C(C=C1)C1=CN=C(S1)[C@@H]1CC[C@H](CC1)NC(OC(C)C)=O)S(NC(C)(C)C)(=O)=O isopropyl (trans-4-(5-(4-amino-2-(N-(tert-butyl)sulfamoyl)phenyl)thiazol-2-yl)cyclohexyl)carbamate